NC1=CC=C(OCCNC(=O)NCCOC2=CC=C(C=C2)N)C=C1 1,3-bis(2-(4-aminophenoxy)ethyl)urea